ClC1=C(C=C(C=C1)OC)C(F)(F)F 1-chloro-4-methoxy-2-(trifluoromethyl)benzene